C1(CCC1)N1C(=NC2=C1C=C(C=C2)C(F)(F)F)NC(CC(C)(C)C)=O N-(1-cyclobutyl-6-(trifluoromethyl)-1H-benzo[d]imidazol-2-yl)-3,3-dimethylbutanamide